OC1N(C(N(C1C)OC)=O)C1=NC=CC(=C1)C(F)(F)F 4-hydroxy-1-methoxy-5-methyl-3-[4-trifluoromethyl-2-pyridyl]Imidazolidin-2-one